tert-Butyl (trans-4-(4-amino-3-(1H-pyrrolo[2,3-b]pyridin-2-yl)-1H-pyrazolo[3,4-d]pyrimidin-1-yl)cyclohexyl)carbamate NC1=C2C(=NC=N1)N(N=C2C2=CC=1C(=NC=CC1)N2)[C@@H]2CC[C@H](CC2)NC(OC(C)(C)C)=O